glycyl methacrylate C(C(=C)C)(=O)OC(CN)=O